4-bromoacetyl-2-methylbenzoic acid methyl ester COC(C1=C(C=C(C=C1)C(CBr)=O)C)=O